FC1=C(C=CC(=C1)F)C1=C2C(=NC=C1)O[C@@H](CC2)COC (S)-5-(2,4-difluorophenyl)-2-(methoxymethyl)-3,4-dihydro-2H-pyrano[2,3-b]Pyridine